NC1=CC2=C(OCCN(S2(=O)=O)C2=C(C=CC=C2)C)C=C1 8-amino-2-(o-tolyl)-3,4-dihydro-2H-benzo[b][1,4,5]oxathiazepine-1,1-dioxide